C(C)C(CC(C(=O)[O-])S)CCCC.C(C)C(CC(C(=O)[O-])S)CCCC.C(C)C(CC(C(=O)[O-])S)CCCC.C(CCCCCCC)[Sn+3] octyltin tris(2-ethylhexylthioglycolate)